tert-butyl 4-[6-(5-chloropyrazolo[1,5-a]pyridin-3-yl)-2-pyridyl]piperazine-1-carboxylate ClC1=CC=2N(C=C1)N=CC2C2=CC=CC(=N2)N2CCN(CC2)C(=O)OC(C)(C)C